C(#N)C(NC(OCCCC)=O)C1=CC=C(C=C1)F butyl N-[cyano-(4-fluorophenyl)methyl]carbamate